O1CC(C1)N1CCC(CC1)NC(C=C)=O N-(1-(oxetan-3-yl)piperidin-4-yl)acrylamide